5-((2-methoxy-5-methylpyridin-4-yl)oxy)pyrimidine-2,4-diamine COC1=NC=C(C(=C1)OC=1C(=NC(=NC1)N)N)C